β-methyl-m-methyl-Styrene CC=CC1=CC(=CC=C1)C